CN1CCC(CC1)C1=CC=C(C=C1)C=1C=CC=2N=CNC(C2N1)=O 6-(4-(1-methylpiperidin-4-yl)phenyl)pyrido[3,2-d]pyrimidin-4(3H)-one